2-methyl-2-(3-benzoylphenyl)propionitrile CC(C#N)(C)C1=CC(=CC=C1)C(C1=CC=CC=C1)=O